FC=1C=C(C=CC1[Si](C)(C)C)NC(C(NC(CN1C=NC=CC1=O)=O)C1=CC=C(C=C1)COC)=O N-(3-fluoro-4-(trimethylsilyl)phenyl)-2-(4-(methoxymethyl)phenyl)-2-(((6-oxopyrimidin-1(6H)-yl)acetyl)amino)acetamide